N-[6-(difluoromethyl)pyrimidin-4-yl]-2H-pyrazolo[4,3-c]pyridin-6-amine FC(C1=CC(=NC=N1)NC1=CC=2C(C=N1)=CNN2)F